COC1=CC=C(C=C(C(=O)O)CCOCC)C=C1 para-methoxy-2-ethoxyethyl-cinnamic acid